4-[4-cyano-2-methyl-6-(1-propan-2-ylpyrazol-4-yl)indazol-3-yl]-2-(difluoromethoxy)-6-methoxybenzamide C(#N)C=1C2=C(N(N=C2C=C(C1)C=1C=NN(C1)C(C)C)C)C1=CC(=C(C(=O)N)C(=C1)OC)OC(F)F